CC(CCC=CC)(C)C 6,6-dimethyl-hept-2-ene